propylmagnesium C(CC)[Mg]